7-[(4-methoxyphenyl)methoxy]-2H,3H,4H-pyrano[3,2-b]pyridine-6-carboxylic acid COC1=CC=C(C=C1)COC=1C=C2C(=NC1C(=O)O)CCCO2